2-(benzyloxy)-4,6-dihydroxyphenyl-(5-((oxetan-3-ylamino)methyl)isoindolin-2-yl)methanone C(C1=CC=CC=C1)OC1=C(C(=CC(=C1)O)O)C(=O)N1CC2=CC=C(C=C2C1)CNC1COC1